(S)-2-hydroxybutan O[C@@H](C)CC